N-(3,4-methylene-decanoyl)histidine C1C(CC(=O)N[C@@H](CC2=CNC=N2)C(=O)O)C1CCCCCC